N-[4-[5-[4-[(tert-butoxycarbonylamino)methyl]-2-(tert-butylsulfamoyl)phenyl]thiazol-2-yl]phenyl]carbamic acid isopropyl ester C(C)(C)OC(NC1=CC=C(C=C1)C=1SC(=CN1)C1=C(C=C(C=C1)CNC(=O)OC(C)(C)C)S(NC(C)(C)C)(=O)=O)=O